C1CCN(CC1)C2=CC=C(C=C2)C(=O)O 4-piperidylbenzoic acid